((4-((2-amino-7H-pyrrolo[2,3-d]pyrimidin-4-yl)oxy)phenyl)carbamoyl)-L-phenylalanine NC=1N=C(C2=C(N1)NC=C2)OC2=CC=C(C=C2)NC(=O)N[C@@H](CC2=CC=CC=C2)C(=O)O